S(=O)(=O)(C1=CC=C(C)C=C1)[C@](N)(CCCCN)C(=O)O alpha-tosyl-L-lysine